C1=C2C(OC=C1)=C1C=CC=CC1=C1C2=CC2=CC=CC=C21 indeno[2',3':3,4]naphtho[1,2-b]pyran